BrC1=C(C=C(C=C1)C1C(C1)NC(N([C@H]1CN(CCC1)C=1N=NC=CC1)C1CC1)=O)C 3-[2-(4-bromo-3-methylphenyl)cyclopropyl]-1-cyclopropyl-1-[(3R)-1-(pyridazin-3-yl)piperidin-3-yl]urea